(Z)-(3-(1-(4-amino-2-fluorobut-2-en-1-yl)-6-(trifluoromethyl)-1H-benzo[d][1,2,3]triazol-4-yl)-4-fluorophenyl)methanol Hydrochloride Cl.NC\C=C(\CN1N=NC2=C1C=C(C=C2C=2C=C(C=CC2F)CO)C(F)(F)F)/F